CS(=O)(=O)C1=CC=C(C=C1)CC(=O)O p-methanesulfonyl-phenylacetic acid